(R)-1-(5-chloro-3-fluoropyridin-2-yl)-4-(4-fluorobenzyl)-3-((1r,3R)-3-hydroxycyclobutyl)piperazine-2,5-dione ClC=1C=C(C(=NC1)N1C([C@H](N(C(C1)=O)CC1=CC=C(C=C1)F)C1CC(C1)O)=O)F